tert-butyl 2-((1-(2-(5-chloro-6-cyanopyridin-3-yl)-3,7-dimethyl-4-oxo-4H-pyrido[1,2-a]pyrimidin-9-yl)ethyl)amino)benzoate ClC=1C=C(C=NC1C#N)C=1N=C2N(C(C1C)=O)C=C(C=C2C(C)NC2=C(C(=O)OC(C)(C)C)C=CC=C2)C